BrC1=CC=C(C=C1)C(C(=O)OC(C)(C)C)(CCO)CO tert-butyl 2-(4-bromophenyl)-4-hydroxy-2-(hydroxymethyl)butanoate